1-(3-(4-((4-amino-7-isopropyl-5-(4-phenoxyphenyl)-7H-pyrrolo[2,3-d]pyrimidin-6-yl)ethynyl)piperidin-1-yl)azetidin-1-yl)prop-2-en-1-one NC=1C2=C(N=CN1)N(C(=C2C2=CC=C(C=C2)OC2=CC=CC=C2)C#CC2CCN(CC2)C2CN(C2)C(C=C)=O)C(C)C